3,5-dimethyl-benzenedicarboxylic acid sodium [Na].CC1=C(C(=CC(=C1)C)C(=O)O)C(=O)O